IC1=C(N)C=CC(=C1)OCC1=CC=C(C=C1)OC 2-iodo-4-((4-methoxybenzyl)oxy)aniline